[N+](=O)([O-])C=1C=C(C=CC1)S(=O)(=O)O meta-nitrobenzenesulfonic acid